C(C)C(C(C)O)C(C)O 3-ethylpentan-2,4-diol